(S)-2-(4-bromo-2,6-dichlorobenzamido)-3-(2-(3-guanidinobenzoylamino)acetamido)propanoic acid BrC1=CC(=C(C(=O)N[C@H](C(=O)O)CNC(CNC(C2=CC(=CC=C2)NC(=N)N)=O)=O)C(=C1)Cl)Cl